(S)-2-(6-Bromo-3-fluoropyridine-2-yl)-1-[2-(6-cyanobenzo[d]isoxazol-3-yl)phenyl]-ethan-1-amine hydrochloride Cl.BrC1=CC=C(C(=N1)C[C@H](N)C1=C(C=CC=C1)C1=NOC2=C1C=CC(=C2)C#N)F